CN1N=C2N=C(C(=CC2=C1)N1N=C(C(=C1C)C(C)C)C=1C2=CN(N=C2C=CC1)C[C@@](O)([2H])C1=CC=CC=C1)C (1R)-2-[4-(1-{2,6-dimethyl-2H-pyrazolo[3,4-b]pyridin-5-yl}-5-methyl-4-(propan-2-yl)-1H-pyrazol-3-yl)-2H-indazol-2-yl]-1-phenyl(1-2H)ethan-1-ol